4-(3-buten-1-yl)phenol C(CC=C)C1=CC=C(C=C1)O